C(C)(C)C1=NC(OC1=O)C(F)(F)F 4-isopropyl-2-(trifluoromethyl)oxazol-5(2H)-one